(3R)-3-[4-(2-methylpropyloxy)phenyl]hex-4-ynoic acid CC(COC1=CC=C(C=C1)[C@@H](CC(=O)O)C#CC)C